Cl.C[C@H]1NCC[C@H](C1)C(=O)OC methyl (2R,4R)-2-methylpiperidine-4-carboxylate hydrochloride